O=C1NC(CCC1N1CC2=C(C=C(C=C2C1=O)CN(C(O)=O)C1=CC(=CC=C1)OC1CC1)F)=O.C(C)(C)C=1SC(=C(N1)C1=CC=CC=C1)OC1=CC(=NC=C1)NC1=CC=C(C=C1)S(=O)(=O)N 4-((4-((2-isopropyl-4-phenylthiazol-5-yl)oxy)pyridin-2-yl)amino)benzenesulfonamide (2-(2,6-dioxopiperidin-3-yl)-7-fluoro-3-oxoisoindolin-5-yl)methyl-(3-cyclopropoxyphenyl)carbamate